C1(CCCC1)C1(NC(=CC=C1N)C=1C=NC=NC1)N 2-cyclopentyl-6-pyrimidin-5-ylpyridine-2,3-diamine